O(C1=CC=CC=C1)C1=CC=C(C=C1)NC(NC=1C=C(C=CC1NC(=O)NC1=CC=C(C=C1)OC1=CC=CC=C1)NS(=O)(=O)CC1=CC=CC=C1)=O N-(3,4-bis(3-(4-phenoxyphenyl)ureido)phenyl)toluenesulfonamide